C(C)OC(=O)N(C1=CC=CC=C1)C1=C(C=2C(C3=CC=CC=C3C(C2C(=C1F)F)=O)=O)F 2-(n-ethoxycarbonylanilino)-1,3,4-trifluoroanthraquinone